4-[([7-formamidothieno[3,2-d]pyrimidin-4-yl]amino)-methyl]phenylboronic acid C(=O)NC1=CSC2=C1N=CN=C2NCC2=CC=C(C=C2)B(O)O